methyl 3,3-dimethylcyclopropane-1,2-dicarboxylate CC1(C(C1C(=O)OC)C(=O)[O-])C